oct-7-yn-1-ol C(CCCCCC#C)O